Cl(=O)(=O)[O-].C(CCC)[N+](CCCC)(CCCC)CCCC Tetrabutylammonium Chlorate